methyl 4-(bis(2-(acetylsulfanyl) ethyl) amino)-4-oxobutanoate C(C)(=O)SCCN(C(CCC(=O)OC)=O)CCSC(C)=O